F[C@H]1[C@]2(CC(C[C@@](C[C@@H]1C(=C)C=1N=NC(=CN1)C1=C(C=C(C=C1)N1C=NC=C1)O)(N2)C)C)C 2-(3-(1-((1R,2R,3R,5S)-2-fluoro-1,5,7-trimethyl-9-azabicyclo[3.3.1]nonan-3-yl)vinyl)-1,2,4-triazin-6-yl)-5-(1H-imidazol-1-yl)phenol